CN1C(=NC(=C1)C(F)(F)F)C1=CC=C(C(=O)OC)C=C1 methyl 4-[1-methyl-4-(trifluoromethyl)imidazol-2-yl]benzoate